4,4,5,5-tetramethyl-2-(4,4,5,5-tetramethyl-1,2-oxaborolan-2-yl)-1,3,2-dioxaborolane CC1(OB(OC1(C)C)B1OC(C(C1)(C)C)(C)C)C